COC1=NC=CC(=C1)C1=CC(=NN1)C(=O)N1CCC(CC1)C(=O)O 1-[5-(2-methoxypyridin-4-yl)-1H-pyrazole-3-carbonyl]Piperidine-4-carboxylic acid